2-(2-chlorophenyl)-N-(4-(((1-(1,1-difluoropropyl)-1H-pyrazol-4-yl)oxy)methyl)-3-sulfamoylphenyl)acetamide ClC1=C(C=CC=C1)CC(=O)NC1=CC(=C(C=C1)COC=1C=NN(C1)C(CC)(F)F)S(N)(=O)=O